3-ethyl-4,7-dimethyl-3,4-dihydro-5H-pyrazolo[3,4-C]isoquinolin-5-one C(C)N1N=CC2=C1N(C(C=1C=C(C=CC21)C)=O)C